eicosyl-trimethyl-ammonium carbonate C([O-])([O-])=O.C(CCCCCCCCCCCCCCCCCCC)[N+](C)(C)C.C(CCCCCCCCCCCCCCCCCCC)[N+](C)(C)C